5-octyldihydrofuran-2(3H)-one C(CCCCCCC)C1CCC(O1)=O